FC1=C(C(=CC(=C1)N=C=O)F)F 1,2,3-trifluoro-5-isocyanato-benzene